C(=O)C1=CC=C(N1)C#N 5-FORMYL-1H-PYRROLE-2-CARBONITRILE